O(Cl)Cl.[Mo+6] Molybdenum(VI) oxychloride